Nitrosalicylic acid [N+](=O)([O-])OC=1C(C(=O)O)=CC=CC1